2-deoxy-galactose O=CC[C@@H](O)[C@@H](O)[C@H](O)CO